1-{1-[(2-methoxyphenyl)methyl]cyclobutyl}methanamine COC1=C(C=CC=C1)CC1(CCC1)CN